ferric p-toluenesulfonate monohydrate O.CC1=CC=C(C=C1)S(=O)(=O)[O-].[Fe+3].CC1=CC=C(C=C1)S(=O)(=O)[O-].CC1=CC=C(C=C1)S(=O)(=O)[O-]